C(#N)[C@H](CC=1SC(=CC1)C=1C=CC2=C(N(C(O2)=O)C)C1)NC(=O)C1CN(C1)C(=O)OC(C)(C)C tert-butyl 3-{[(1S)-1-cyano-2-[5-(3-methyl-2-oxo-1,3-benzoxazol-5-yl)thiophen-2-yl]ethyl]carbamoyl}azetidine-1-carboxylate